N[C@@H]1C[C@H](CC1)NC1=NN=C(C=2CCCCC12)C1=C(C=C(C=C1)C#C)O 2-(4-(((1S,3S)-3-aminocyclopentyl)amino)-5,6,7,8-tetrahydrophthalazin-1-yl)-5-ethynylphenol